1,2-epoxypropylphosphonic acid CC1C(O1)P(=O)(O)O